[Te-2].[Te-2].[Te-2].[Ti+4] titanium tri-telluride